C1(=CC=CC=C1)C12C(CC(C(=C1C1=CC=C(C=C1)NC(CCCCC[Se]C#N)=O)C1=CC=C(C=C1)O)O2)S(=O)(=O)OC(F)(F)F 2-(trifluoromethyl) phenyl-5-(4-hydroxyphenyl)-6-(4-(6-selenocyanohexanamido) phenyl)-7-oxabicyclo[2.2.1]hept-5-ene-2-sulfonate